5,5'-(4-(dibenzo[b,d]thiophen-4-yl)-2,6-bis(3,6-diphenyl-9H-carbazol-9-yl)pyridine-3,5-diyl)bis(5H-pyrido[4,3-b]indole) C1=CC=C(C=2SC3=C(C21)C=CC=C3)C3=C(C(=NC(=C3N3C2=C(C=1C=CC=CC31)C=NC=C2)N2C3=CC=C(C=C3C=3C=C(C=CC23)C2=CC=CC=C2)C2=CC=CC=C2)N2C3=CC=C(C=C3C=3C=C(C=CC23)C2=CC=CC=C2)C2=CC=CC=C2)N2C3=C(C=1C=CC=CC21)C=NC=C3